N,3-dimethyl-4-{[(6-{methyl[(1s,3s)-3-hydroxycyclobutyl]amino}pyrido[2,3-b]pyrazin-3-yl)amino]methyl}-1H-indole-7-carboxamide CNC(=O)C=1C=CC(=C2C(=CNC12)C)CNC1=CN=C2C(=N1)N=C(C=C2)N(C2CC(C2)O)C